6-fluoro-2-methyl-4-[3-(trifluoromethyl)-7,8-dihydro-5H-1,6-naphthyridin-6-yl]quinazoline FC=1C=C2C(=NC(=NC2=CC1)C)N1CC=2C=C(C=NC2CC1)C(F)(F)F